(di-(2-(3,5-dimethylmorpholino)ethyl)) ether CC1COCC(N1CCOCCN1C(COCC1C)C)C